1-benzyl 2-(6-(trifluoromethyl)-1,2,3,4-tetrahydronaphthalen-1-yl) (2S)-pyrrolidine-1,2-dicarboxylate N1([C@@H](CCC1)C(=O)OC1CCCC2=CC(=CC=C12)C(F)(F)F)C(=O)OCC1=CC=CC=C1